O(S(=O)(=O)C(F)(F)F)C=1C=2N(C=C(C1)Br)N=CC2C#N 6-bromo-3-cyanopyrazolo[1,5-a]pyridin-4-yl triflate